1-(4-fluorophenyl)-2-oxo-N-[4-[(6-piperazin-1-yl-1,7-naphthyridin-4-yl)oxy]phenyl]pyridine-3-carboxamide FC1=CC=C(C=C1)N1C(C(=CC=C1)C(=O)NC1=CC=C(C=C1)OC1=CC=NC2=CN=C(C=C12)N1CCNCC1)=O